1-isobutyl-isopropylideneglycerol C(C(C)C)C(C=C(O)C(O)CO)C